1-(1-(3,4-Difluoro-5-hydroxy-phenyl)-1H-indazol-5-yl)-N,N-dimethylazetidine-3-sulfonamide FC=1C=C(C=C(C1F)O)N1N=CC2=CC(=CC=C12)N1CC(C1)S(=O)(=O)N(C)C